CC=1C(=C(C=NC1C(F)(F)F)NCC=1C=C2N=CC=NC2=CC1)N1CCNCC1 5-Methyl-4-(piperazin-1-yl)-N-(quinoxalin-6-ylmethyl)-6-(trifluoromethyl)pyridin-3-amine